FC=1C=C(CN(C(OC(C)(C)C)=O)C)C=C(C1C=1N=CC2=C(N1)C(=NN2COCC[Si](C)(C)C)C=2C=NC(=CC2)N2CCNCC2)F tert-butyl (3,5-difluoro-4-(3-(6-(piperazin-1-yl)pyridin-3-yl)-1-((2-(trimethylsilyl)ethoxy)methyl)-1H-pyrazolo[4,3-d]pyrimidin-5-yl)benzyl)(methyl)carbamate